Cl/C=C/Cl (trans)-dichloroethylene